FC=1C=C2C(N(C=3N(C2=CC1)C(NN3)=S)CCCNC(CC3=CC=C(C=C3)F)=O)=O N-(3-(7-Fluoro-5-oxo-1-thioxo-1,2-dihydro-[1,2,4]triazolo[4,3-a]quinazolin-4(5H)-yl)propyl)-2-(4-fluorophenyl)acetamide